NC1(N=C(C2=NC=NC2=N1)N)N 2-amino-2,6-diaminopurine